(R)-N-(5-ethyl-2-methoxy-4-(4-(4-methylpiperazin-1-yl)piperidin-1-yl)phenyl)-6-(3-phenylisoxazolidin-2-yl)pyrimidin-4-amine C(C)C=1C(=CC(=C(C1)NC1=NC=NC(=C1)N1OCC[C@@H]1C1=CC=CC=C1)OC)N1CCC(CC1)N1CCN(CC1)C